OC(COC1=CC=C(C=C1)C1(C2=CC=CC=C2C=2C=CC=CC12)C1=CC=C(C=C1)OCC(COC=CC)O)COC=CC 9,9-bis[4-(2-hydroxy-3-propenyloxypropoxy)phenyl]fluorene